C(#N)CC1(CN(C1)C1=CC(=C(C(=O)N[C@H](C(F)(F)F)C)C=C1F)F)N1N=CC(=C1)C=1C2=C(N=CN1)NC=C2 4-{3-(cyano-methyl)-3-[4-(7H-pyrrolo[2,3-d]-pyrimidin-4-yl)-1H-pyrazol-1-yl]-azetidin-1-yl}-2,5-difluoro-N-[(1S)-2,2,2-trifluoro-1-methylethyl]benzamide